((4R,5R)-5-(2-nitrophenyl)-2,2-diethyl-1,3-dioxolan-4-yl)methyl sulfamate S(N)(OC[C@H]1OC(O[C@@H]1C1=C(C=CC=C1)[N+](=O)[O-])(CC)CC)(=O)=O